Tert-butyl 4-(2-fluoro-4-methoxypyrimidin-5-yl)-5,6-dihydropyridine-1(2H)-carboxylate FC1=NC=C(C(=N1)OC)C1=CCN(CC1)C(=O)OC(C)(C)C